FCC1(CCC=2N(C1)N=C(C2)C2=NC=C(C=C2)F)C 6-(fluoromethyl)-2-(5-fluoropyridin-2-yl)-6-methyl-4,5,6,7-tetrahydropyrazolo[1,5-a]pyridine